methyl 5-azido-2-({6-[(2R,3R,4R,5S)-3,4,5-trihydroxy-2-(hydroxymethyl)piperidin-1-yl]hexyl}amino)benzoate N(=[N+]=[N-])C=1C=CC(=C(C(=O)OC)C1)NCCCCCCN1[C@@H]([C@H]([C@@H]([C@H](C1)O)O)O)CO